C(CCC)OC(=O)C=1C2C=CC(C1C(=O)OCCCC)CC2 bicyclo[2.2.2]octa-2,5-diene-2,3-dicarboxylic acid dibutyl ester